2-(4-fluoronaphthalen-1-yl)ethan-1-amine acetate C(C)(=O)O.FC1=CC=C(C2=CC=CC=C12)CCN